4-Methylene-1,5-hexadien-3-ol C=C(C(C=C)O)C=C